6-[3-methylimidazo[1,2-a]Pyridin-6-yl]-5-(morpholin-4-yl)pyrazine-2-carboxamide CC1=CN=C2N1C=C(C=C2)C2=C(N=CC(=N2)C(=O)N)N2CCOCC2